Ethyl-4-(4-fluoro-6-methoxy-5-((2-(trimethylsilyl) ethoxy) methoxy) benzo[b]thiophen-2-yl)-4-oxobutanoate C(C)OC(CCC(=O)C1=CC2=C(S1)C=C(C(=C2F)OCOCC[Si](C)(C)C)OC)=O